7-chloro-2,3-dihydro-1H-pyrrolo[1,2-b]indazol-9-amine ClC=1C=C(C2=C3N(N=C2C1)CCC3)N